C1(=CC=CC=C1)C=1C(C(=C(C1C1=CC=CC=C1)C1=CC=CC=C1)C1=CC=CC=C1)=O 2,3,4,5-tetraphenylcyclopenta-2,4-dienone